C(C)OC(\C=N\CCCC(=O)OCC)=O ethyl (E)-4-((2-ethoxy-2-oxoethylidene)amino)butanoate